tris[4-(4-acetylphenylsulfanyl)phenyl]-sulfonium C(C)(=O)C1=CC=C(C=C1)SC1=CC=C(C=C1)[S+](C1=CC=C(C=C1)SC1=CC=C(C=C1)C(C)=O)C1=CC=C(C=C1)SC1=CC=C(C=C1)C(C)=O